4-(3,5-dichlorophenyl)-1H-1,2,3-triazole-5-carboxylic acid ClC=1C=C(C=C(C1)Cl)C=1N=NNC1C(=O)O